2-(2,6-dioxopiperidin-3-yl)-4-(2-fluoro-4-((4-(5-(trifluoromethyl)-1,3,4-thiadiazol-2-yl)piperazin-1-yl)methyl)benzylamino)isoindoline-1,3-dione O=C1NC(CCC1N1C(C2=CC=CC(=C2C1=O)NCC1=C(C=C(C=C1)CN1CCN(CC1)C=1SC(=NN1)C(F)(F)F)F)=O)=O